N1=CC=C(C2=CC=CC=C12)NN Quinolin-4-Yl-hydrazine